The molecule is a triglyceride obtained by acetylation of the three hydroxy groups of glycerol. It has fungistatic properties (based on release of acetic acid) and has been used in the topical treatment of minor dermatophyte infections. It has a role as a plant metabolite, a solvent, a fuel additive, an adjuvant, a food additive carrier, a food emulsifier, a food humectant and an antifungal drug. It derives from an acetic acid. CC(=O)OCC(COC(=O)C)OC(=O)C